3-(5-(((S)-1-((2-((1R,5S)-3-Oxa-6-azabicyclo[3.1.1]heptan-6-yl)quinazolin-6-yl)methyl)pyrrolidin-3-yl)oxy)-1-oxoisoindolin-2-yl)piperidine-2,6-dione [C@@H]12COC[C@@H](N1C1=NC3=CC=C(C=C3C=N1)CN1C[C@H](CC1)OC=1C=C3CN(C(C3=CC1)=O)C1C(NC(CC1)=O)=O)C2